C(C)C1=C(C=CC(=C1)CCN1CCCC1)NC1=NC=C(C(=C1)NCCCN1C(OCCC1)=O)C(F)(F)F 3-(3-((2-((2-ethyl-4-(2-(pyrrolidin-1-yl)ethyl)phenyl)amino)-5-(trifluoromethyl)pyridin-4-yl)amino)propyl)-1,3-oxazinan-2-one